tert-butyl N-(3-fluoro-2-methyl-4,5,6,7-tetrahydrobenzothiophen-5-yl)carbamate FC1=C(SC2=C1CC(CC2)NC(OC(C)(C)C)=O)C